C(C)(C)(C)OC(=O)N1CC(C1)N1N=CC=2C=NC=3C(=C(C(=CC3C21)Cl)C2=C(C=C(C1=C2N=C(S1)NC(=O)OC(C)(C)C)F)F)F 3-(7-(2-((tert-Butoxycarbonyl)amino)-5,7-difluorobenzo[d]thiazol-4-yl)-8-chloro-6-fluoro-1H-pyrazolo[4,3-c]quinolin-1-yl)azetidine-1-carboxylic acid tert-butyl ester